alpha-methyl-proline C[C@@]1(NCCC1)C(=O)O